C(C=C)C=1C=C(C=CC1O)C1=C(C(=CC(=C1)CC=C)NC(C)=O)O N-(3',5-diallyl-2,4'-dihydroxy-[1,1'-biphenyl]-3-yl)acetamide